C(#N)N=S(=O)(NC(NC1=C2CCCC2=CC=2CCCC12)=O)\C=C\[C@]1(N(CCC1)C([2H])([2H])[2H])C (E)-N'-cyano-N-((1,2,3,5,6,7-hexahydro-s-indacen-4-yl)carbamoyl)-2-((S)-2-methyl-1-(methyl-d3)pyrrolidin-2-yl)ethene-1-sulfonimidamide